C1(=CC=CC=C1)N1N=C(CC1=O)C 1-Phenyl-3-methyl-5-pyrazolon